(1R,2S,4R)-2-(hydroxymethyl)-2-(methoxymethyl)-4-(pyridin-2-yl)quinuclidin-3-one OC[C@]1(N2CCC(C1=O)(CC2)C2=NC=CC=C2)COC